3,4,5-trimethoxybenzoic acid ethyl ester C(C)OC(C1=CC(=C(C(=C1)OC)OC)OC)=O